1,6-anhydro-3-O-α-D-glucopyranosyl-β-D-glucopyranose [C@H]1([C@H](O)[C@@H](O)[C@H](O)[C@H](O1)CO)O[C@@H]1[C@H]([C@H]2O[C@@H]([C@H]1O)CO2)O